sodium 1,4-butanediol succinate C(CCC(=O)[O-])(=O)[O-].C(CCCO)O.[Na+].[Na+]